[acetoxy(phenyl)-$l^{3}-iodanyl] acetate C(C)(=O)OI(C1=CC=CC=C1)OC(C)=O